sodium 2-carboxyethane-1-sulfonate C(=O)(O)CCS(=O)(=O)[O-].[Na+]